OC1=C(C=C(C=C1)C1=CC(=C(C=C1)O)C[NH+](C)C)C[NH+](C)C 1,1'-(4,4'-dihydroxy-[1,1'-biphenyl]-3,3'-diyl)bis(N,N-dimethylmethylammonium)